bis(4-hydroxy-3-methoxyphenyl)-1,6-heptadien-3,5-dione OC1=C(C=C(C=C1)C(C(C=C)=O)(C(C=C)=O)C1=CC(=C(C=C1)O)OC)OC